2-Chloro-7-(3-pyridyl)pyrrolo[2,3-d]pyrimidine ClC=1N=CC2=C(N1)N(C=C2)C=2C=NC=CC2